NCCN1CCC(CC1)N1N=CC(=C1)NC=1C=2N(C(=CN1)C=1C=C(C=CC1)C)C=CN2 N-(1-(1-(2-aminoethyl)piperidin-4-yl)-1H-pyrazol-4-yl)-5-(m-tolyl)imidazo[1,2-a]pyrazin-8-amine